C1(CC1)NC(=O)N1C(=NC=C1)OC N-Cyclopropyl-2-methoxy-1H-imidazole-1-carboxamide